COC1=CC=C(C(=N1)C)NC(C1=CC=CC=C1)=O N-(6-methoxy-2-methylpyridin-3-yl)benzamide